1-(3-tert-butyl-1-p-tolyl-1H-pyrazol-5-yl)urea C(C)(C)(C)C1=NN(C(=C1)NC(=O)N)C1=CC=C(C=C1)C